methyl 2-bromo-4-[(1R)-2-[(3R)-3-(2-isopropylphenyl)morpholin-4-yl]-1-methyl-7-azaspiro[3.5]nonan-7-yl]benzoate BrC1=C(C(=O)OC)C=CC(=C1)N1CCC2(CC([C@@H]2C)N2[C@@H](COCC2)C2=C(C=CC=C2)C(C)C)CC1